N-(2E,4E,10E,12Z-tetradecatetraen-8-yn-oyl)isobutylamine C(\C=C\C=C\C=CC#C\C=C\CCC)(=O)NCC(C)C